BrC1=CC(=CC=2N(N=NC21)C)COC[C@@H](C)NC(OC(C)(C)C)=O tert-Butyl N-[(2R)-1-[(4-bromo-1-methyl-1H-1,2,3-benzotriazol-6-yl)methoxy]propan-2-yl]carbamate